FC(OC1=NC(=CC=C1NC(=O)C1(CN(C1)S(N)(=O)=O)C1=NC=CC=C1C(C)C)C)F N-(2-(difluoromethoxy)-6-methylpyridin-3-yl)-3-(3-isopropylpyridin-2-yl)-1-sulfamoylazetidine-3-carboxamide